2,6-naphthalenedisulfonic acid sodium salt [Na+].C1=C(C=CC2=CC(=CC=C12)S(=O)(=O)[O-])S(=O)(=O)[O-].[Na+]